2,2'-[1,2-ethanediylbis(oxy)]bisacetic acid C(COCC(=O)O)OCC(=O)O